FC1=C(C=CC=C1)NC(C1=CC=C(C=C1)C1=NC=CC2=C1C=CO2)=O N-(2-fluorophenyl)-4-(furo[3,2-c]pyridin-4-yl)benzamide